FC=1C=C(C=CC1F)C1C(C1)N(C(C(F)(F)F)=O)CC1CCN(CC1)CCNC(=O)C1=CC=C(C(=O)OC)C=C1 Methyl 4-((2-(4-((N-(2-(3,4-difluorophenyl)cyclopropyl)-2,2,2-trifluoroacetamido) methyl)piperidin-1-yl)ethyl)carbamoyl)benzoate